tert-butyl 2-[4-[4-[2-[tert-butyl(dimethyl)silyl]oxy-1-(2-pyridyl)ethoxy]-3-cyano-pyrazolo[1,5-a]pyridin-6-yl]-5-methyl-pyrazol-1-yl]-7-azaspiro[3.5]nonane-7-carboxylate [Si](C)(C)(C(C)(C)C)OCC(OC=1C=2N(C=C(C1)C=1C=NN(C1C)C1CC3(C1)CCN(CC3)C(=O)OC(C)(C)C)N=CC2C#N)C2=NC=CC=C2